1-(benzenesulfonyl)indole-6-carbaldehyde C1(=CC=CC=C1)S(=O)(=O)N1C=CC2=CC=C(C=C12)C=O